C(C)(=O)N1CCC(=CC1)B1OC(C(O1)(C)C)(C)C 1-acetyl-4-(4,4,5,5-tetramethyl-1,3,2-dioxaborolan-2-yl)-1,2,3,6-tetrahydropyridine